3-fluoro-4-methoxy-1H-indole-2-carboxamide FC1=C(NC2=CC=CC(=C12)OC)C(=O)N